(3aS,5S,6aR)-2-(3,5-difluoro-4-hydroxyphenethyl)-5-phenoxyhexahydrocyclopenta[c]pyrrol-3a(1H)-ol FC=1C=C(CCN2C[C@@H]3[C@](C2)(C[C@H](C3)OC3=CC=CC=C3)O)C=C(C1O)F